dimorpholinyl-phosphinic chloride N1(CCOCC1)P(=O)(N1CCOCC1)Cl